(oxetan-3-yl)ethanamine O1CC(C1)C(C)N